(5-((2,6-dioxopiperidin-3-yl)carbamoyl)benzofuran-7-yl)methyl (2-fluoro-5-(trifluoromethoxy)phenyl)carbamate FC1=C(C=C(C=C1)OC(F)(F)F)NC(OCC1=CC(=CC=2C=COC21)C(NC2C(NC(CC2)=O)=O)=O)=O